Methyl-4-(bis(4-fluorophenyl)methyl)-1-(6-bromo-3-cyano-1-methyl-2-oxo-1,2-dihydro-1,5-naphthyridin-4-yl)piperazine-2-carboxylate COC(=O)C1N(CCN(C1)C(C1=CC=C(C=C1)F)C1=CC=C(C=C1)F)C1=C(C(N(C2=CC=C(N=C12)Br)C)=O)C#N